1,1,4-Trimethylcyclohexane CC1(CCC(CC1)C)C